ClC1=C(C=CC=2N(N=NC21)CC2=CC=C(C=C2)C2=NOC(=N2)C(F)(F)F)OC2=CC=C(C=C2)F 3-[4-[[4-chloro-5-(4-fluorophenoxy)benzotriazol-1-yl]methyl]phenyl]-5-(trifluoromethyl)-1,2,4-oxadiazole